ClC1=NNC(=C1N1C(C2=CC(=C(C=C2C(=C1)C(C)C)O)F)=O)C 2-(3-Chloro-5-methyl-1H-pyrazol-4-yl)-7-fluoro-6-hydroxy-4-isopropylisoquinolin-1(2H)-one